6-(((1R,3s,5S)-6,6-difluoro-bicyclo[3.1.0]hexane-3-yl)methoxy)-N-(4-methoxybenzyl)-N-methyl-5-(1-methyl-1H-imidazol-4-yl)pyridine-3-sulfonamide FC1([C@H]2CC(C[C@@H]12)COC1=C(C=C(C=N1)S(=O)(=O)N(C)CC1=CC=C(C=C1)OC)C=1N=CN(C1)C)F